tert-butyl 5-(2,3-Dihydro-1H-inden-4-yl)-6-methoxy-1H-pyrazolo[4,3-b]pyridine-1-carboxylate tert-Butyl-5-chloro-6-methoxy-1H-pyrazolo[4,3-b]pyridine-1-carboxylate C(C)(C)(C)OC(=O)N1N=CC2=NC(=C(C=C21)OC)Cl.C2CCC1=C(C=CC=C21)C2=C(C=C1C(=N2)C=NN1C(=O)OC(C)(C)C)OC